O[C@H]([C@@H](C)NC([C@@H]([C@@H](OC)[C@H]1NCCC1)C)=O)C1=CC=CC=C1 (S)-2-((1R,2R)-3-(((1S,2R)-1-hydroxy-1-phenylpropan-2-yl)amino)-1-methoxy-2-methyl-3-oxopropyl)pyrrolidin